CNC(\C=C/C(=O)N)=O N-Methylmaleamid